FC1=C(C=CC(=C1)F)CN(C(=O)NCC1=CC=C(C=C1)OC(C)C)C1CCNCC1 1-[(2,4-difluorophenyl)methyl]-1-(piperidin-4-yl)-3-{[4-(propane-2-yloxy)phenyl]Methyl}urea